2-(tri-n-butylstannyl)-oxazole C(CCC)[Sn](C=1OC=CN1)(CCCC)CCCC